(E)-(3-methoxy-3-methylbut-1-en-1-yl)benzene COC(/C=C/C1=CC=CC=C1)(C)C